N1=CC(=CC=C1)C1CNC1 3-(pyridin-3-yl)azetidin